2-(1-Cyclobutyl-1H-pyrazol-4-yl)-3-fluoro-5-{[(1-phenylcyclopropyl)carbonyl]amino}benzoic acid C1(CCC1)N1N=CC(=C1)C1=C(C(=O)O)C=C(C=C1F)NC(=O)C1(CC1)C1=CC=CC=C1